CC(=CCC/C(=C/CC/C(=C/CC/C(=C/CC/C(=C/CC/C(=C/CC/C(=C/CC/C(=C/CC/C(=C/CC/C(=C/CC/C(=C/COP(=O)(O)OP(=O)(O)O)/C)/C)/C)/C)/C)/C)/C)/C)/C)/C)C C55-Isoprenyl Pyrophosphate